(2R,4R)-tert-butyl 2-((4-(tert-butyl)phenyl)(2-oxo-1-(pyridin-3-yl)-2-((pyridin-3-ylmethyl)amino)ethyl)carbamoyl)-4-hydroxypyrrolidine-1-carboxylate C(C)(C)(C)C1=CC=C(C=C1)N(C(=O)[C@@H]1N(C[C@@H](C1)O)C(=O)OC(C)(C)C)C(C(NCC=1C=NC=CC1)=O)C=1C=NC=CC1